1-(6-Bromo-8-fluoro-3-methyl-3,4-dihydro-5-oxa-1,2a-diazaacenaphthylen-2-yl)ethan-1-one BrC1=C2OCC(N3C(=NC(C(=C1)F)=C32)C(C)=O)C